FC(C=1C=C(C=CC1)NC(CC1=CC=C(C=C1)Br)=O)(F)F N-[3-(trifluoromethyl)phenyl](2-(4-bromo-phenyl)-acetamide)